[N+](=O)([O-])C1=CC(=C2CCNCC2=C1)N1CCC(CC1)C(F)(F)F 7-nitro-5-(4-(trifluoromethyl)piperidin-1-yl)-1,2,3,4-tetrahydroisoquinoline